(ethane-2,1-diyl)bis(5-nitrofuran-2-carboxamide) C(CC1=C(OC(=C1)[N+](=O)[O-])C(=O)N)C1=C(OC(=C1)[N+](=O)[O-])C(=O)N